5-(chloromethyl)-2-(1-methyl-1H-pyrazol-4-yl)pyridine ClCC=1C=CC(=NC1)C=1C=NN(C1)C